COCCN(S(=O)(=O)C1=CC=C(C=C1)S(=O)(=O)N(C)C)CC1=C(C=CC=C1)N1CCCCC1 N1-(2-methoxyethyl)-N4,N4-dimethyl-N1-(2-(piperidin-1-yl)benzyl)benzene-1,4-disulfonamide